BrC=1C=C(C(=NC1)C(=O)O)SCC 5-bromo-3-(ethylsulfanyl)pyridine-2-carboxylic acid